methyl (1R,2R,3S)-3-[(4-chlorophenyl)methyl]-2-hydroxy-1-methyl-2-(1H-1,2,4-triazol-1-ylmethyl)cyclopentane-1-carboxylate ClC1=CC=C(C=C1)C[C@H]1[C@@]([C@@](CC1)(C(=O)OC)C)(CN1N=CN=C1)O